4-(p-nitrophenyl)but-3-en-2-one [N+](=O)([O-])C1=CC=C(C=C1)C=CC(C)=O